C(CCC)(=O)NC(C(=O)NC(C(=O)OCCCC)CC(=O)C1=C(C=CC=C1)NC=O)CC(=O)C1=C(C=CC=C1)NC=O butyl 2-(2-butyramido-4-(2-formamidophenyl)-4-oxobutanamido)-4-(2-formamidophenyl)-4-oxobutanoate